(3R)-3-amino-5-[(4-chlorophenyl)methyl]-8-fluoro-1,1-dioxo-7-(5-phenyl-1,3,4-oxadiazol-2-yl)-2,3-dihydro-1lambda6,5-benzothiazepin-4-one N[C@H]1CS(C2=C(N(C1=O)CC1=CC=C(C=C1)Cl)C=C(C(=C2)F)C=2OC(=NN2)C2=CC=CC=C2)(=O)=O